CC(CC(=O)NC(C(=O)O)CCN(CCCCC1=NC=2NCCCC2C=C1)CCOC1=C(C=CC=C1)OC)(C)C 2-(3,3-dimethylbutanoylamino)-4-[2-(2-methoxyphenoxy)ethyl-[4-(5,6,7,8-tetrahydro-1,8-naphthyridin-2-yl)butyl]amino]butanoic acid